1,3-diamino-propylene glycol NC(C(CN)O)O